N-(1-(3-(4-fluorophenyl)bicyclo[1.1.1]pentan-1-yl)-3-(4-(2-methoxyethyl)piperazin-1-yl)-3-oxopropyl)nicotinamide FC1=CC=C(C=C1)C12CC(C1)(C2)C(CC(=O)N2CCN(CC2)CCOC)NC(C2=CN=CC=C2)=O